ClC=1C=CC(=C(C1)NC(CCC)=O)O N-(5-chloro-2-hydroxyphenyl)butanamide